N-[4-(benzenesulfonyloxy)phenyl]-N'-[4-(p-xylenesulfonyloxy)phenyl]urea C1(=CC=CC=C1)S(=O)(=O)OC1=CC=C(C=C1)NC(=O)NC1=CC=C(C=C1)OS(=O)(=O)C1(CC=C(C=C1)C)C